CN(CCOC1=CC=C(CNC(OC(C)(C)C)=O)C=C1)C tert-butyl (4-(2-(dimethylamino)ethoxy)benzyl)carbamate